NC1=C(C=C(C=C1F)C(=O)C1=CC=C2C(=CC=CN12)C1=C(C2=C(N(C=N2)C)C=C1Cl)Cl)F (4-amino-3,5-difluorophenyl)(8-(4,6-dichloro-1-methyl-1H-benzo[d]imidazol-5-yl)indolizin-3-yl)methanone